The molecule is an abscisic acid anion derived from (+)-abscisic acid. It is a 2-cis-abscisate and an apo carotenoid sesquiterpenoid. It is a conjugate base of a (+)-abscisic acid. CC1=CC(=O)CC([C@]1(/C=C/C(=C\\C(=O)[O-])/C)O)(C)C